4-(8-aminooctylamino)-2-(2,6-dioxopiperidin-3-yl)-1H-benzo[de]isoquinoline-1,3(2H)-dione TFA salt OC(=O)C(F)(F)F.NCCCCCCCCNC1=CC=C2C3=C1C(N(C(C3=CC=C2)=O)C2C(NC(CC2)=O)=O)=O